[1-(isocyano)-2-methoxy-2-methylpropane] copper tetrafluoroborate F[B-](F)(F)F.[Cu+2].[N+](#[C-])CC(C)(C)OC.F[B-](F)(F)F